ClC1=C(C=CC(=C1)C(F)(F)F)N1C(SC2=C1C=C(C=C2)OC(C(=O)N(C)CC2=CC=CC=C2)C)=O (3-(2-chloro-4-(trifluoromethyl)phenyl)-2-oxo-2,3-dihydrobenzothiazol-5-yloxy)-N-benzyl-N-methylpropanamide